SC1(NC=NC(=C1N)N)O 4-mercapto-4-hydroxy-5,6-diaminopyrimidine